2-cyclopropyl-4-(((difluoromethoxy)phenyl)amino)thiazole-5-carbonitrile C1(CC1)C=1SC(=C(N1)NC1=C(C=CC=C1)OC(F)F)C#N